3-(5-cyano-4-((cyclopropylmethyl)amino)pyridin-2-yl)-1-(6-formyl-5-((4-methyl-2-oxopiperazin-1-yl)methyl)pyridin-2-yl)-1-((tetrahydrofuran-3-yl)methyl)urea C(#N)C=1C(=CC(=NC1)NC(N(CC1COCC1)C1=NC(=C(C=C1)CN1C(CN(CC1)C)=O)C=O)=O)NCC1CC1